N-(5-(difluoromethoxy)-1H-pyrazol-3-yl)-6-(((2R,4r,6S)-2,6-dimethylpiperidin-4-yl)oxy)pyrazin-2-amine FC(OC1=CC(=NN1)NC1=NC(=CN=C1)OC1C[C@H](N[C@H](C1)C)C)F